4-oxo-N-[(2S)-1,1,1-trifluorobutan-2-yl]-1,4-dihydro-1,8-naphthyridine O=C1C=CN(C2=NC=CC=C12)[C@H](C(F)(F)F)CC